ethyl 8'-methyl-2'-[(pyridin-2-yl) methyl]-2',5'-dihydrospiro[cyclobutane-1,4'-furo[2,3-g]indazole]-7'-carboxylate CC1=C(OC=2CC3(C4=CN(N=C4C21)CC2=NC=CC=C2)CCC3)C(=O)OCC